[(1S)-1-methyl-2-[[(R)-phenyl-[(3S)-1,2,3,4-tetrahydropyrido[2,3-b]pyrazin-3-yl]methyl]amino]ethyl]benzonitrile C[C@H](CN[C@@H]([C@@H]1CNC2=C(N1)N=CC=C2)C2=CC=CC=C2)C2=C(C#N)C=CC=C2